C(C)(=O)C1=NN(C2=C(C=C(C=C12)C=1C=NC(=NC1)C)C)CC(=O)N1[C@@H]2C[C@@]2(C[C@H]1C(=O)NCCC1=C(C=CC(=C1)Cl)Cl)C (1R,3S,5R)-2-(2-(3-acetyl-7-methyl-5-(2-methylpyrimidin-5-yl)-1H-indazol-1-yl)acetyl)-N-(2,5-dichlorophenethyl)-5-methyl-2-azabicyclo[3.1.0]hexane-3-carboxamide